BrC1=CC=C(C=C1)C1=CC=C(C=C1)C1=CC=C(C=C1)Br dibromo-1,1':4',1''-terphenyl